CC(C)(C)S(=O)/N=C/C1(SCCC1)C (E)-2-methyl-N-((2-methyltetrahydrothiophen-2-yl)methylene)propane-2-sulfinamide